C1(=CC=CC=C1)P(CCCP(C1=CC=CC=C1)C1=CC=CC=C1)C1=CC=CC=C1 1,3-Didiphenylphosphinopropane